BrC=1C=C2C(=CC1)N(C([C@@]21CN[C@@H](C1)CO)=O)C([C@H](CC(C)C)N(C(OCC1=CC=CC=C1)=O)C)=O benzyl ((S)-1-((3R,5'S)-5-bromo-5'-(hydroxymethyl)-2-oxospiro[indoline-3,3'-pyrrolidin]-1-yl)-4-methyl-1-oxopentan-2-yl)(methyl)carbamate